Cl.NC/C(/CN1N=CN(C1=O)C1=CC=CC(=N1)/C=C/C=1C=C2C(=NC1)NC(O2)=O)=C\F 6-[(E)-2-[6-[1-[(E)-2-(aminomethyl)-3-fluoro-allyl]-5-oxo-1,2,4-triazol-4-yl]-2-pyridyl]vinyl]-3H-oxazolo[4,5-b]pyridin-2-one hydrochloride